OC=1C=C(C=C(C1)O)C=1N=NN(C1)CC=1C=C(C=CC1)SC/C(=C/CNC(OC(C)(C)C)=O)/F tert-butyl (Z)-(4-((3-((4-(3,5-dihydroxyphenyl)-1H-1,2,3-triazol-1-yl)methyl)phenyl)thio)-3-fluorobut-2-en-1-yl)carbamate